FC(CN1C(=NC2=C1C=C(C=C2)C2=CNC=1N=C(N=C(C12)OC)NC1CC(C1)(O)C)C)F (1r,3r)-3-((5-(1-(2,2-difluoroethyl)-2-methyl-1H-benzo[d]imidazol-6-yl)-4-methoxy-7H-pyrrolo[2,3-d]pyrimidin-2-yl)amino)-1-methylcyclobutan-1-ol